CC1=NC(=CC=C1C=1CCNCC1)C(=O)N methyl-1',2',3',6'-tetrahydro-[3,4'-bipyridine]-6-carboxamide